BrC=1SC=C(N1)\C=C/CCCCCC(=O)OCC Ethyl (Z)-8-(2-bromothiazol-4-yl)oct-7-enoate